C1(CC1)CN1C(C=NC2=CC=CC=C12)=O 1-cyclopropylmethyl-2(1H)-quinoxalinone